BrC=1C=C(C(=NC1)Cl)C(C)Cl 5-bromo-2-chloro-3-(1-chloroethyl)pyridine